OC(C)(C)C1=CC=C(C=C1)[C@H]1CN(CCC1)C1=NC2=CC(=NC=C2C=C1)CNC(C1=CC(=C(C=C1)C)S(=O)(=O)C)=O (S)-N-((2-(3-(4-(2-hydroxypropan-2-yl)phenyl)piperidin-1-yl)-1,6-naphthyridin-7-yl)methyl)-4-methyl-3-(methylsulfonyl)benzamide